8-hydroxy-3,6-dioxaoctylammonium OCCOCCOCC[NH3+]